FC(CN(C(C(F)(F)F)=O)C1C[C@H](N(CC1)C(=O)OC(C)(C)C)C1=C(C=CC(=C1)F)F)F tert-Butyl (2S)-4-(N-(2,2-difluoroethyl)-2,2,2-trifluoroacetamido)-2-(2,5-difluorophenyl)piperidine-1-carboxylate